tert-butyl (2S,4S)-4-(7-bromo-8-cyano-4-(3-(dimethylamino)azetidin-1-yl)-6-fluoro-1H-[1,2,3]triazolo[4,5-c]quinolin-1-yl)-2-(cyanomethyl)piperidine-1-carboxylate BrC=1C(=CC=2C3=C(C(=NC2C1F)N1CC(C1)N(C)C)N=NN3[C@@H]3C[C@H](N(CC3)C(=O)OC(C)(C)C)CC#N)C#N